4-ethylhexyl propionate C(CC)(=O)OCCCC(CC)CC